NC1=C(C=NC=2N1N=CC2C(=O)OCC)C2=CC(=CC1=CC=CC=C21)C ethyl 7-amino-6-(3-methylnaphthalen-1-yl)pyrazolo[1,5-a]pyrimidine-3-carboxylate